8-chloro-6-(cyclopropylethynyl)isoquinolin-3-amine ClC=1C=C(C=C2C=C(N=CC12)N)C#CC1CC1